N-((S)-2-((1R,4R)-2-oxa-5-azabicyclo[2.2.1]heptan-5-yl)-1-(4-(cyclopropanesulfonamido)pyridin-2-yl)ethyl)-5-(6-ethoxypyrazin-2-yl)thiazole-2-carboxamide [C@H]12OC[C@H](N(C1)C[C@@H](C1=NC=CC(=C1)NS(=O)(=O)C1CC1)NC(=O)C=1SC(=CN1)C1=NC(=CN=C1)OCC)C2